Benzyl 3-phenyl-2-[[2-[[2-(phenylmethoxycarbonylamino)acetyl]amino]acetyl]amino]propanoate C1(=CC=CC=C1)CC(C(=O)OCC1=CC=CC=C1)NC(CNC(CNC(=O)OCC1=CC=CC=C1)=O)=O